9-(4-chloro-6-(3-(tris(phenyl-d5)silyl)phenyl-2,4,5,6-d4)-1,3,5-triazin-2-yl)-9H-carbazole-1,2,3,4,5,6,7,8-d8 ClC1=NC(=NC(=N1)C1=C(C(=C(C(=C1[2H])[2H])[2H])[Si](C1=C(C(=C(C(=C1[2H])[2H])[2H])[2H])[2H])(C1=C(C(=C(C(=C1[2H])[2H])[2H])[2H])[2H])C1=C(C(=C(C(=C1[2H])[2H])[2H])[2H])[2H])[2H])N1C2=C(C(=C(C(=C2C=2C(=C(C(=C(C12)[2H])[2H])[2H])[2H])[2H])[2H])[2H])[2H]